[2-(aminomethyl)-3,3-difluoro-allyl]-4-[5-(4-methylsulfonylphenyl)-pyrazin-2-yl]-1,2,4-triazol-3-one trifluoroacetate salt FC(C(=O)O)(F)F.NCC(CC=1N(C(NN1)=O)C1=NC=C(N=C1)C1=CC=C(C=C1)S(=O)(=O)C)=C(F)F